(R and S)-1-cyclopentyl-4-(1-(5-phenylpyrimidin-2-yl)ethyl)piperazine-2,3-dione C1(CCCC1)N1C(C(N(CC1)[C@H](C)C1=NC=C(C=N1)C1=CC=CC=C1)=O)=O |r|